3-((benzyloxy)methyl)-1-(2-(4-((3,4-dichlorobenzyl)oxy)-3,5-dimethylphenyl)propan-2-yl)azetidine C(C1=CC=CC=C1)OCC1CN(C1)C(C)(C)C1=CC(=C(C(=C1)C)OCC1=CC(=C(C=C1)Cl)Cl)C